benzyl (2-(2-chloro-6-(1-ethoxyvinyl)pyridin-4-yl)propan-2-yl)carbamate ClC1=NC(=CC(=C1)C(C)(C)NC(OCC1=CC=CC=C1)=O)C(=C)OCC